F[C@@H]1CN(CC[C@@H]1COS(=O)(=O)C)C(=O)OC(C)(C)C tert-butyl (3S,4R)-3-fluoro-4-[(methanesulfonyloxy)methyl]piperidine-1-carboxylate